FC1=C(C(=CC=C1)F)C(C(CCC(=O)O)C=1SC=CC1)=O 5-(2,6-difluorophenyl)-5-oxo-4-(thiophen-2-yl)pentanoic acid